2,2-difluoro-1,3-benzodioxole-4-carboxylic acid FC1(OC2=C(O1)C=CC=C2C(=O)O)F